(Diethylmethylsilyl)(2-dimethylamino-1,1-dimethylethyl)amine C(C)[Si](C)(CC)NC(CN(C)C)(C)C